7-chloro-4-(methyl(pyridin-4-ylmethyl)amino)-1-phenylquinazolin-2(1H)-one ClC1=CC=C2C(=NC(N(C2=C1)C1=CC=CC=C1)=O)N(CC1=CC=NC=C1)C